4-methyl-4,6-dihydro-5H-thiazolo[5',4':4,5]Pyrrolo[2,3-d]Pyridazin-5-one CN1C2=C(C3=C1C(NN=C3)=O)SC=N2